(2S)-3-(tert-butoxy)-2-[(3,5-dichlorophenyl)formamido]propanoic acid C(C)(C)(C)OC[C@@H](C(=O)O)NC(=O)C1=CC(=CC(=C1)Cl)Cl